1-((3s,5R)-1-propenoyl-5-((R)-1-hydroxyethyl)pyrrolidin-3-yl)-3-((6-chloro-1-cyclopropyl-2-methyl-1H-benzo[d]imidazol-5-yl)ethynyl)-5-(methylamino)-1H-pyrazole-4-carboxamide C(C=C)(=O)N1C[C@H](C[C@@H]1[C@@H](C)O)N1N=C(C(=C1NC)C(=O)N)C#CC1=CC2=C(N(C(=N2)C)C2CC2)C=C1Cl